2-((6-(2-((4-((2-((tert-butoxycarbonyl)amino)phenyl)carbamoyl)phenyl)amino)-2-oxoethoxy)hexyl)oxy)acetic acid C(C)(C)(C)OC(=O)NC1=C(C=CC=C1)NC(=O)C1=CC=C(C=C1)NC(COCCCCCCOCC(=O)O)=O